4-(dibenzofuran-2-yl)-2,3-diethyl-9H-indeno[2,1-b]pyridine C1=C(C=CC=2OC3=C(C21)C=CC=C3)C3=C2C(=NC(=C3CC)CC)CC=3C=CC=CC32